BrC1=CC=2C3=C(C=NC2C=C1F)N=CN3CCC[C@H](C)OC3=NC=C(C=C3[C@@H]3N(C[C@H](C3)F)C(=O)OC(C)(C)C)F tert-butyl (2R,4S)-2-(2-((S)-5-(8-bromo-7-fluoro-1H-imidazo[4,5-c]quinolin-1-yl) pent-2-yloxy)-5-fluoropyridin-3-yl)-4-fluoropyrrolidine-1-carboxylate